OC1C2C(N(C1)C(=O)OC(C)(C)C)CCN2 tert-butyl 3-hydroxyhexahydropyrrolo[3,2-b]pyrrole-1(2H)-carboxylate